N[C@@H](CCC(=O)N[C@@H](CS)C(=O)O)C(=O)O γ-L-glutamyl-cysteine